O(C1=CC=CC=C1)C1=CC=C(C=C1)C(C=1C(N(C=CC1)C)=O)C1=CC=C(C=C1)OC1=CC=CC=C1 3-(bis(4-phenoxyphenyl)methyl)-1-methylpyridin-2(1H)-one